(2S,4R)-1-(2-(4-amino-6-(trifluoromethyl)-9H-pyrimido[4,5-b]indol-9-yl)acetyl)-N-(3-chloro-2-fluorophenylmethyl)-4-fluoropyrrolidine-2-carboxamide NC1=NC=NC=2N(C3=CC=C(C=C3C21)C(F)(F)F)CC(=O)N2[C@@H](C[C@H](C2)F)C(=O)NCC2=C(C(=CC=C2)Cl)F